COC(=O)C1=C(C=C(C=C1)O)O 2,4-dihydroxyphenyl-carboxylic acid methyl ester